sulfonylchloropyridazine S(=O)(=O)=C1C(N=NC=C1)Cl